IC1=CC=C(C=C1)C(C)=O 1-(4-Iodophenyl)ethan-1-one